1-methyl-2-cyclohexene-1,2-dicarboxylic anhydride CC12C(=CCCC1)C(=O)OC2=O